1,2,3,7,8-pentachlorodibenzo-p-dioxin C1=C2C(=CC(=C1Cl)Cl)OC3=C(C(=C(C=C3O2)Cl)Cl)Cl